C(#N)C1=C(C=CC(=C1)F)C1=CC=C(C=C1)C1(C(COC1)CC(C)S(=O)(=O)N)O [4-(2'-cyano-4'-fluoro-biphenyl-4-yl)-4-hydroxy-tetrahydro-furan-3-yl]propane-2-sulfonamide